bis(tetrahydro-1H-thieno[3,4-d]imidazol-2(3H)-iminium) bis(2,2,2-trifluoroacetate) FC(C(=O)[O-])(F)F.FC(C(=O)[O-])(F)F.N1C(NC2C1CSC2)=[NH2+].N2C(NC1C2CSC1)=[NH2+]